C(C)(C)(C)OC(=O)C12C3C4C5(C(C14)C2C53)C5OCC(=N5)C(=O)OC Methyl 2-((2R,3R,4R,5S)-4-(tert-butoxycarbonyl) cuban-1-yl)-2,5-dihydrooxazole-4-carboxylate